C(C)(C=C)(CCC=C(C)C)CC(=O)OCC Ethyl linalylacetate